(±)-(4aR,13bS)-11-methoxy-4-methyl-1,2,3,4,4a,5,6,13b-octahydro-8H-[1,6]naphthyridino[5,6-b]quinazolin-8-one COC1=CC=C2C(N3C(=NC2=C1)[C@H]1CCCN([C@@H]1CC3)C)=O |r|